N-[[4-(5-amino-4-cyano-1-cyclopentyl-pyrazol-3-yl)-2,6-difluoro-phenyl]methyl]-5-fluoro-2-methoxy-benzamide NC1=C(C(=NN1C1CCCC1)C1=CC(=C(C(=C1)F)CNC(C1=C(C=CC(=C1)F)OC)=O)F)C#N